BrC1=CC=C(C=C1)C=1N=C(SC1)N(C(CCl)=O)C=1C=C(C=CC1)C N-[4-(4-bromophenyl)thiazol-2-yl]-2-chloro-N-(m-tolyl)acetamide